BrC(C1(CCC1)COC)C1=CC=CC=C1 (bromo(1-(methoxymethyl)cyclobutyl)methyl)benzene